(R)-N-(2-oxo-2,3-dihydro-1H-benzo[d]imidazol-5-yl)-1,2,3,4-tetrahydronaphthalene-1-carboxamide O=C1NC2=C(N1)C=CC(=C2)NC(=O)[C@@H]2CCCC1=CC=CC=C21